N1=C(C=CC=C1)C=1C(=C(C(=C(C1N1C2=CC=C(C=C2C=2C=C(C=CC12)C)C)N1C2=CC=C(C=C2C=2C=C(C=CC12)C)C)C1=CC=NC=C1)N1C2=CC=C(C=C2C=2C=C(C=CC12)C)C)N1C2=CC=C(C=C2C=2C=C(C=CC12)C)C 9,9',9'',9'''-(3-(pyridin-2-yl)-6-(pyridin-4-yl)benzene-1,2,4,5-tetrayl)tetrakis(3,6-dimethyl-9H-carbazole)